C(#N)C=1C=C(C=CC1O)C1=CC=C(C=C1)NC(=O)[C@@H]1N(CCC1)C(=O)NC1=CC=C(C=C1)C(C)C (2R)-N2-(3'-cyano-4'-hydroxy[1,1'-biphenyl]-4-yl)-N1-[4-(propan-2-yl)phenyl]pyrrolidine-1,2-dicarboxamide